C(C)(C)(C)C1CCCC12CN(CCC2(CN2N=CC(=CC2=O)C2=CC=CC=C2)O)C(=O)O.OC2=NC=1N=C(NC(C1N2)=O)N 8-hydroxyguanine tert-Butyl-10-hydroxy-10-((6-oxo-4-phenylpyridazin-1(6H)-yl)methyl)-7-azaspiro[4.5]decane-7-carboxylate